OC(=O)C(F)(F)F.ClC=1C=NC(=NC1)N[C@H]1CNCC1 (R)-5-chloro-N-(pyrrolidin-3-yl)pyrimidin-2-amine TFA salt